C(CCCCCC)OC1=C(C(=O)O[C@@H]1[C@@H](O)CO)O heptyl-ascorbate